NC1=CC=C(C(=C1C(=O)C1=C(C=CC=C1F)F)Cl)I (6-amino-2-chloro-3-iodo-phenyl)-(2,6-difluorophenyl)methanone